N-methyl-3-(1-methylimidazol-4-yl)-4-[[5-(trifluoromethyl)pyrimidin-2-yl]amino]benzenesulfonamide tellurocyanate [Te-]C#N.CNS(=O)(=O)C1=CC(=C(C=C1)NC1=NC=C(C=N1)C(F)(F)F)C=1N=CN(C1)C